1,5,7-trimethyl-2-(4-nitrophenyl)-1H-benzo[d]imidazole CN1C(=NC2=C1C(=CC(=C2)C)C)C2=CC=C(C=C2)[N+](=O)[O-]